CC(CCC)NC(C1=CC(=CC=C1)NC1=C(C=C(C=C1)OCC1=NC=CC=C1)CC)=O N-(1-methylbutyl)-3-((2-ethyl-4-(pyridin-2-ylmethoxy)phenyl)amino)benzamide